4-(1-methylcyclopropyl)pyrimidin-5-amine CC1(CC1)C1=NC=NC=C1N